(S)-3-(1-(3-(1H-pyrazol-1-yl)phenyl)cyclopropyl)-6-(1-amino-1,3-dihydrospiro[indene-2,4'-piperidin]-1'-yl)-1,5-dihydro-4H-pyrazolo[3,4-d]pyrimidin-4-one N1(N=CC=C1)C=1C=C(C=CC1)C1(CC1)C1=NNC=2N=C(NC(C21)=O)N2CCC1(CC2)[C@@H](C2=CC=CC=C2C1)N